tert-butyl ((2S,3R)-1-(methylamino)-1-oxo-3-((3-(4,4,5,5-tetramethyl-1,3,2-dioxaborolan-2-yl)benzyl)oxy)butan-2-yl)carbamate CNC([C@H]([C@@H](C)OCC1=CC(=CC=C1)B1OC(C(O1)(C)C)(C)C)NC(OC(C)(C)C)=O)=O